C(C1=CC=CC=C1)[C@H]1N(COC1)C(CC1=C(C=CC=C1)F)=O (4R)-4-benzyl-3-[2-(2-fluorophenyl)acetyl]-1,3-oxazolidin